FC(C=1C=C(C=C(C1)C(F)(F)F)N1OCCB1)(F)F [3,5-Bis(trifluoromethyl)phenyl]oxazaborolidine